5-(((S)-1-(3-oxo-3-((S)-3-(trifluoromethyl)-5,6,6a,7,9,10-hexahydro-8H-pyrazino[1,2-a][1,8]naphthyridin-8-yl)propoxy)prop-2-yl)amino)-4-(trifluoromethyl)pyridazin-3(2H)-one O=C(CCOC[C@H](C)NC1=C(C(NN=C1)=O)C(F)(F)F)N1C[C@H]2N(C=3N=CC(=CC3CC2)C(F)(F)F)CC1